(trifluoromethoxy)benzenesulfonamide hydrochloride Cl.FC(OC1=C(C=CC=C1)S(=O)(=O)N)(F)F